C1(CC1)C[C@H](NC([C@@H](NC(OCC1=CC=CC=C1)=O)CC1=CC=CC2=CC=CC=C12)=O)C(N[C@H](C(=O)OC)C[C@H]1C(NCCC1)=O)=O (5S,8S,11S)-methyl 8-(cyclopropylmethyl)-5-(naphthalen-1-ylmethyl)-3,6,9-trioxo-11-(((S)-2-oxopiperidin-3-yl)methyl)-1-phenyl-2-oxa-4,7,10-triazadodecan-12-oate